((1S,3S)-3-methoxycyclobutyl)methanol COC1CC(C1)CO